ClC1=CC=C(C=C1)C1=C(CCC(C1)(C)C)CN1CCN(CC1)C1=CC(=C(C(=O)OC)C=C1)N1C2=C(OCCC1)N=CC=C2 methyl 4-(4-[[2-(4-chlorophenyl)-4,4-dimethylcyclohex-1-en-1-yl] methyl]piperazin-1-yl)-2-[2H,3H,4H-pyrido[2,3-b][1,4]oxazepin-1-yl]benzoate